4-methylphenyl-4-(1-methylethyl)phenyliodonium tetrakis(pentafluorophenyl)borate S-(5-hydroxy-4,4-dimethylpentyl)ethanethioate OCC(CCCS=C(C)[O-])(C)C.FC1=C(C(=C(C(=C1[B-](C1=C(C(=C(C(=C1F)F)F)F)F)(C1=C(C(=C(C(=C1F)F)F)F)F)C1=C(C(=C(C(=C1F)F)F)F)F)F)F)F)F.CC1=CC=C(C=C1)[I+]C1=CC=C(C=C1)C(C)C.CC1=CC=C(C=C1)[I+]C1=CC=C(C=C1)C(C)C